C(C1=CC=CC=C1)C1=CC=C(C2=CC=CC=C12)N(C)C 4-Benzyl-N,N-dimethylnaphthalen-1-amine